butyl-((2R,3R)-3-(fluoromethyl)morpholin-2-yl)((S)-1-(4-fluorophenyl)-3,4-dihydroisoquinolin-2(1H)-yl)methanone C(CCC)[C@]1(N(CCC2=CC=CC=C12)C(=O)[C@H]1[C@@H](NCCO1)CF)C1=CC=C(C=C1)F